FC1=C(C=CC(=C1)C(F)(F)F)NC(=O)C1CC(CCC1C(=O)O)OC(C)C 6-((2-fluoro-4-(trifluoromethyl)phenyl)carbamoyl)-4-isopropoxycyclohexane-1-carboxylic acid